C(C)N1CCCC1 (3S)-1-ethylpyrrolidin